(5-(2-cyclopropylethyl)pyridin-2-yl)-2-((s)-4,4-difluoro-3-(6-oxo-1,6-dihydropyridin-3-yl)piperidin-1-yl)propanamide C1(CC1)CCC=1C=CC(=NC1)C(C(=O)N)(C)N1C[C@@H](C(CC1)(F)F)C1=CNC(C=C1)=O